CC1=C(CCC1)C=O 2-methylcyclopent-1-enecarboxaldehyde